1-(Morpholinosulfonyl)-5-phenylpiperidin-3-yl 4-methylbenzenesulfonate CC1=CC=C(C=C1)S(=O)(=O)OC1CN(CC(C1)C1=CC=CC=C1)S(=O)(=O)N1CCOCC1